phenylglyoxylate (phenyl glyoxylate) C1(=CC=CC=C1)C(C(=O)O)=O.C1(=CC=CC=C1)C(C(=O)O)=O